C(C)(=O)N(N(C(=O)C1=CC=2C3=C(C(=NC2C=C1)N)C=NN3C)CC=3C(=NC(=CC3)C3=NN(C=C3)C(F)(F)F)F)C N'-acetyl-4-amino-N-((2-fluoro-6-(1-(trifluoromethyl)-1H-pyrazol-3-yl)pyridin-3-yl)methyl)-N',1-dimethyl-1H-pyrazolo[4,3-c]quinoline-8-carbohydrazide